Tert-butyl 7-((1-(2-(dimethylamino) ethyl)-1H-pyrrolo[2,3-c]pyridin-5-yl) amino)-4-(6-methylpyrazolo[1,5-a]pyridin-3-yl)-1-oxoisoindoline-2-carboxylate CN(CCN1C=CC=2C1=CN=C(C2)NC=2C=CC(=C1CN(C(C21)=O)C(=O)OC(C)(C)C)C=2C=NN1C2C=CC(=C1)C)C